C(=O)O.COC1=CC2=C3CCCCC3=C(N=C2C=C1OCC1CN(CC1)C)NC(C)C 2-methoxy-3-[(1-methylpyrrolidin-3-yl)methoxy]-N-(propan-2-yl)-7,8,9,10-tetrahydrophenanthridin-6-amine formate